4-ethyl-3-iodo-1H-4H-5H-pyrrolo[3,2-b]pyridin-5-one C(C)N1C2=C(C=CC1=O)NC=C2I